Dibromotyrosin N[C@@H](CC1=CC(Br)=C(C(Br)=C1)O)C(=O)O